Cl.FC1=CC=C(C2=C1C=CO2)COC2=NC(=CC=C2)C2CCNCC2 2-((4-fluorobenzofuran-7-yl)methoxy)-6-(piperidin-4-yl)pyridine hydrochloride